2-((1-methyl-3-nitro-1H-pyrazol-5-yl)oxy)ethan-1-ol CN1N=C(C=C1OCCO)[N+](=O)[O-]